FC=1C=C(C(=O)NC=2C=C3C(=NNC3=CC2)C2=CC(=CC=C2)[N+](=O)[O-])C=CC1 3-fluoro-N-(3-(3-nitrophenyl)-1H-indazol-5-yl)benzamide